(7S)-7-(4-(2-((3-oxabicyclo[3.1.0]hex-6-yl)methoxy)-5-fluorophenyl)piperidin-1-yl)-2-(1,3,4-oxadiazol-2-yl)-5-oxa-2-azaspiro[3.4]octane C12COCC2C1COC1=C(C=C(C=C1)F)C1CCN(CC1)[C@@H]1COC2(CN(C2)C=2OC=NN2)C1